3-(6-(2-chloro-4-fluorophenyl)-3-(1,2-dimethyl-1H-imidazo[4,5-c]pyridin-7-yl)-2,4-dioxo-3,4-dihydrothieno[3,2-d]pyrimidin-1(2H)-yl)propanenitrile ClC1=C(C=CC(=C1)F)C1=CC=2N(C(N(C(C2S1)=O)C=1C2=C(C=NC1)N=C(N2C)C)=O)CCC#N